C1(C(C(CC1)([2H])[2H])([2H])[2H])(O)[2H] cyclopentanol-d5